2-chloro-3-((8-hydroxyquinolin-7-yl)(pyrimidin-2-ylamino)methyl)benzonitrile ClC1=C(C#N)C=CC=C1C(NC1=NC=CC=N1)C1=CC=C2C=CC=NC2=C1O